C(CCCCCCCCCCCCCC)C1=C(C=CC=C1)O.[Na] Sodium pentadecyl-phenol